N1CC(C1)C1=CC=C2C=C(C(=C(C2=C1)F)N1CC(NS1(=O)=O)=O)O 5-[7-(azetidin-3-yl)-1-fluoro-3-hydroxynaphthalen-2-yl]-1λ6,2,5-thiadiazolidine-1,1,3-trione